tert-butyl N-[(1R,3S)-3-(6,8-dihydro-5H-[1,2,4]triazolo[3,4-c][1,4]thiazin-3-yl)cyclohexyl]carbamate N=1N=C(N2C1CSCC2)[C@@H]2C[C@@H](CCC2)NC(OC(C)(C)C)=O